COC([C@H](CC(=O)O)O)=O (2S)-HYDROXYBUTANEDIOIC ACID 1-METHYL ESTER